diethyl-[2-(2-methoxyethoxy)ethyl]methyl-phosphonium C(C)[P+](C)(CCOCCOC)CC